C(C)OC(=O)C1=CN(C=C(C1=O)C1=CC=C(C=C1)F)C(C)C 5-(4-Fluorophenyl)-1-isopropyl-4-oxo-1,4-dihydropyridine-3-carboxylic acid ethyl ester